2,2-dithiobis(5-nitropyridine) C1=CC=C(C=C1)N2C(=CC(=N2)C3=CC=C(C=C3)Cl)N